4-Trimethylsilylethynyl-4',4''-dimethyltrityl chloride C[Si](C)(C)C#CC1=CC=C(C(C2=CC=C(C=C2)C)(C2=CC=C(C=C2)C)Cl)C=C1